C1=C(NC=2C=CC3=C(C12)C=CC=C3)C(=O)CC3=C(C(=CS3)O)OC (3H-Benzo[e]indol-2-yl)-(4-hydroxy-3-methoxylthenyl)-methanone